C(C)OC1=C(C2=CC=CC=C2C=C1)C(=O)NCB(O)O [(2-ethoxy-1-naphthoyl)amino]methylboronic acid